3-((4-ethylphenyl)sulfonyl)quinoline-6-carboxylate C(C)C1=CC=C(C=C1)S(=O)(=O)C=1C=NC2=CC=C(C=C2C1)C(=O)[O-]